NC=1C2=C(N=CN1)N(C(=C2C2=CC(=C(C=C2)OC2=NC=C(C=C2)C)OC)C=2CCN(CC2)C(C=C)=O)C 1-(4-(4-amino-5-(3-methoxy-4-((5-methylpyridin-2-yl)oxy)phenyl)-7-methyl-7H-pyrrolo[2,3-d]pyrimidin-6-yl)-3,6-dihydropyridin-1(2H)-yl)prop-2-en-1-one